5-fluoro-4-(4,4,5,5-tetramethyl-1,3,2-dioxaborolan-2-yl)-1-(2,2,2-trifluoroethyl)-1,2,3,6-tetrahydropyridine FC1=C(CCN(C1)CC(F)(F)F)B1OC(C(O1)(C)C)(C)C